N(6)-L-threonylcarbamoyladenine N[C@@H]([C@H](O)C)C(=O)NC(=O)NC1=C2NC=NC2=NC=N1